2-(2-(2-((2-(4-(((3-fluoropyridin-2-yl)methyl)carbamoyl)oxazol-2-yl)ethyl)amino)ethyl)-1H-benzo[d]imidazol-1-yl)acetic acid FC=1C(=NC=CC1)CNC(=O)C=1N=C(OC1)CCNCCC1=NC2=C(N1CC(=O)O)C=CC=C2